FC1(CN(C[C@@H](C1)N1S(C(CC1)C)(=O)=O)C(=O)OC=1C=NC(=CC1)OC(F)(F)F)F 6-(trifluoromethoxy)pyridin-3-yl (5R)-3,3-difluoro-5-(5-methyl-1,1-dioxo-1λ6,2-thiazolidin-2-yl)piperidine-1-carboxylate